OCC(CC)NC(C)=O N-(1-hydroxymethyl-propyl)acetamide